BrC=1C=C(C=CC1)C1(COC1)C(O)C1=NN=CN1C1=CC=CC=C1 (3-(3-bromophenyl)oxetan-3-yl)(4-phenyl-4H-1,2,4-triazol-3-yl)methanol